1-(3,5-dimethyl-[1,1':4',1''-terphenyl]-4-yl)-2-phenyl-1H-imidazole CC=1C=C(C=C(C1N1C(=NC=C1)C1=CC=CC=C1)C)C1=CC=C(C=C1)C1=CC=CC=C1